7-(2-(4-(6-Fluorobenzo[b]thiophen-4-yl)piperazin-1-yl)ethyl)-1-((2,2,2-trifluoroethoxy)methyl)-3,4-dihydroquinolin-2(1H)-one FC=1C=C(C2=C(SC=C2)C1)N1CCN(CC1)CCC1=CC=C2CCC(N(C2=C1)COCC(F)(F)F)=O